O=C1C2(CCN(C2)C2=NC3=C(N2)C(=CC=C3)C(=O)OC)CCC(N1)=O methyl 2-(6,8-dioxo-2,7-diazaspiro[4.5]dec-2-yl)-1H-benzo[d]imidazole-7-carboxylate